S1C=C(C=C1)C=1O[C@@H]([C@]([C@@](C1)(O)OCC1=CC=CC=C1)(O)OCC1=CC=CC=C1)C(O)OCC1=CC=CC=C1 1-(Thien-3-yl)-3,4,6-tribenzyloxy-D-glucal